2-[(3,4-dimethoxyphenyl)methyl]-7-[(1-hydroxyethyl)-4-phenylbutyl]-5-methyl-imidazo[5,1-f][1,2,4]triazin-4(1H)-one COC=1C=C(C=CC1OC)CC=1NN2C(C(N1)=O)=C(N=C2CCCC(C2=CC=CC=C2)C(C)O)C